NC=1C=C2CCN(CC2=CC1)C(=O)OC(C)(C)C Tert-butyl 6-amino-3,4-dihydroisoquinoline-2(1H)-carboxylate